C1=CC=CC=2C(C3=C(C=CC21)C=CC=C3)=CCCN3CCC3 1-(3-Dibenzo[a,d]cyclohepten-5-ylidene-propyl)-azetidine